6,6'-methylenebis(2-tert-butyl-4-methylphenol) C(C1=CC(=CC(=C1O)C(C)(C)C)C)C1=CC(=CC(=C1O)C(C)(C)C)C